N1=C(C=CC2=CC=CC=C12)S(=O)(=O)O 2-quinolinesulfonic acid